BrC=1C=C(C=C2C(CCOC12)=O)CN1\C(\N(C=C1)C)=N/C(OC(C)(C)C)=O tert-butyl (Z)-(1-((8-bromo-4-oxochroman-6-yl)methyl)-3-methyl-1,3-dihydro-2H-imidazol-2-ylidene)carbamate